ClC1=NC=C(C=N1)CC(=O)O 2-(2-chloropyrimidine-5-yl)acetic acid